5-(3-(1-methyl-1H-pyrazol-4-yl)pyrazolo[1,5-a]pyridin-5-yl)-7H-pyrrolo[2,3-d]pyrimidin-2-amine CN1N=CC(=C1)C=1C=NN2C1C=C(C=C2)C2=CNC=1N=C(N=CC12)N